OCCC(C(=O)O)=C.C(C(=C)C)(=O)OCCO 2-hydroxyethyl methacrylate (2-hydroxy ethyl acrylate)